n-butoyl chloride C(CCC)(=O)Cl